3-(3-((2-((2-ethyl-4-((1R,5S)-8-methyl-3,8-diazabicyclo[3.2.1]octan-3-yl)phenyl)amino)-5-(trifluoromethyl)pyrimidin-4-yl)amino)propyl)-1,1-dimethylurea C(C)C1=C(C=CC(=C1)N1C[C@H]2CC[C@@H](C1)N2C)NC2=NC=C(C(=N2)NCCCNC(N(C)C)=O)C(F)(F)F